6-bromo-3-(3,5-dibromo-4-(2-hydroxyethoxy)benzylidene)indolin-2-one BrC1=CC=C2C(C(NC2=C1)=O)=CC1=CC(=C(C(=C1)Br)OCCO)Br